[C@H]12OC[C@H](N(C1)C1=NC=3N(C=C1)N=CC3C(=O)NC=3C(=NN(C3)C3CCNCC3)C(F)F)C2 5-((1R,4R)-2-Oxa-5-azabicyclo[2.2.1]hept-5-yl)-N-(3-(difluoromethyl)-1-(Piperidin-4-yl)-1H-pyrazol-4-yl)pyrazolo[1,5-a]pyrimidine-3-carboxamide